ClC1=CC=C(CN2C(C=3C=C(C(=NC3C=C2)C)C(=O)NCC2=NC=CC=C2)=O)C=C1 6-(4-chlorobenzyl)-2-methyl-5-oxo-N-(pyridin-2-ylmethyl)-5,6-dihydro-1,6-naphthyridine-3-carboxamide